C(C=CC=CC=CC=CC=CC=CCCCCCCCCC)(=O)Br Docosahexaenoyl Bromide